tert-Butyl N-[(1S,2S)-2-(4-tert-butylphenyl)-2-hydroxy-1-methyl-ethyl]carbamate C(C)(C)(C)C1=CC=C(C=C1)[C@@H]([C@H](C)NC(OC(C)(C)C)=O)O